nonamethylphenylsulfonate CC1(C(C(C(C(C1)(S(=O)(=O)[O-])C)(C)C)(C)C)(C)C)C